2-(2-hydroxyethoxyethyl)amino-3H-phenol OCCOCCNC1C(=CC=CC1)O